C[Si](C#CC1=CC=CC=C1)(C#CC1=CC=CC=C1)C dimethyl-bis(phenylethynyl)silane